copper-lithium lead borate B([O-])([O-])[O-].[Pb+2].[Li+].[Cu+2]